3,5-di-tert-butyl-4-hydroxy-octyl phenylpropionate C1(=CC=CC=C1)C(C(=O)OCCC(C(C(CCC)C(C)(C)C)O)C(C)(C)C)C